(S)-4-(5-(5-fluoro-2-methoxypyridin-4-yl)-1H-pyrazole-3-carbonyl)-N-((2-(2-fluoro-2-methylpropyl)-2-azabicyclo[2.1.1]hexane-4-yl)methyl)-4-azaspiro[2.5]octane-7-carboxamide FC=1C(=CC(=NC1)OC)C1=CC(=NN1)C(=O)N1C2(CC2)C[C@H](CC1)C(=O)NCC12CN(C(C1)C2)CC(C)(C)F